4-bromo-1-naphthalenecarboxylic acid BrC1=CC=C(C2=CC=CC=C12)C(=O)O